FC1=CC=C(C=C1)C1=NC(=NC=C1SC)NC1=CC=C(C(=O)NC2=C(C=CC(=C2)CN2CCOCC2)C)C=C1 4-[4-(4-fluoro-phenyl)-5-methylsulfanyl-pyrimidin-2-ylamino]-N-(2-methyl-5-morpholin-4-ylmethyl-phenyl)-benzamide